2-(4-(4-ethoxybenzyl)-2-(2-isopropylphenyl)piperazin-1-yl)-7-azaspiro[3.5]nonane C(C)OC1=CC=C(CN2CC(N(CC2)C2CC3(C2)CCNCC3)C3=C(C=CC=C3)C(C)C)C=C1